C(C1=CC=CC=C1)N1C[C@H](C[C@H](C1)CC)CC (3s,5r)-1-benzyl-3,5-diethylpiperidine